ClC1=NC=CC(=C1C)C1=NC(=C(C=C1)CN(C(OC(C)(C)C)=O)C[C@H]1NC(CC1)=O)OC tert-Butyl (S)-((2'-chloro-6-methoxy-3'-methyl-[2,4'-bipyridin]-5-yl)methyl)((5-oxopyrrolidin-2-yl)methyl)carbamate